OC=1C=C(C=CC1)N1[Se]C2=C(C1=O)C=CC=C2 2-(3-hydroxyphenyl)[1,2]benzisoselenazol-3(2H)-one